N(=[N+]=[N-])[C@H]1C[C@H](N(C1)C([C@@H](CC1CCCCC1)NC(=O)OC(C)(C)C)=O)C(=O)OC methyl (2S,4S)-4-azido-1-((R)-2-((tert-butoxycarbonyl)amino)-3-cyclohexylpropanoyl)pyrrolidine-2-carboxylate